C(CC1=C(C(=C(C(=C1Br)Br)Br)Br)Br)C1=C(C(=C(C(=C1Br)Br)Br)Br)Br 1,1'-ethylenebis(pentabromobenzene)